tert-butyl (4-((2-(2,6-dioxopiperidin-3-yl)-1,3-dioxoisoindolin-4-yl)oxy)butyl)carbamate O=C1NC(CCC1N1C(C2=CC=CC(=C2C1=O)OCCCCNC(OC(C)(C)C)=O)=O)=O